CN1N=C(C=C1C)NC1=NC=C(C(=N1)C1=CNC2=C(C=CC=C12)NC(CN1CC=C(CC1)C=1C=NN(C1)C)=O)C N-(3-(2-((1,5-dimethyl-1H-pyrazol-3-yl)amino)-5-methylpyrimidin-4-yl)-1H-indol-7-yl)-2-(4-(1-methyl-1H-pyrazol-4-yl)-5,6-dihydropyridin-1(2H)-yl)acetamide